(R)-3-methyl-4-(4-(4-methylpyrimidin-5-yl)-7-(1H-pyrazol-5-yl)imidazo[1,5-b]pyridazin-2-yl)morpholine C[C@H]1N(CCOC1)C=1C=C(C=2N(N1)C(=NC2)C2=CC=NN2)C=2C(=NC=NC2)C